NC(C(=O)O)CC1=CNC=C1 2-amino-3-(1H-pyrrol-3-yl)propanoic acid